NC1=C2CC[C@@H](N(C2=CC=C1NCC(OC)OC)C(=O)OC)C methyl (2S)-5-amino-6-[(2,2-dimethoxyethyl)amino]-2-methyl-1,2,3,4-tetrahydroquinoline-1-carboxylate